(3-fluorobenzyl)zinc (II) chloride [Cl-].FC=1C=C(C[Zn+])C=CC1